C1=CC=CC=2C3=CC=CC=C3C(C12)COC(=O)NCC=1C=C(C(=O)O)C=CC1 3-[({[(9H-fluoren-9-yl)methoxy]carbonyl}amino)methyl]benzoic acid